periodate I(=O)(=O)(=O)[O-]